BrC=1C(=C(N(C1)COCC[Si](C)(C)C)C=O)C(=O)OCC ethyl 4-bromo-2-formyl-1-((2-(trimethylsilyl)ethoxy)methyl)-1H-pyrrole-3-carboxylate